2-(6-chloro-2-oxo-4-phenyl-chromen-7-yl)oxy-N-(2-hydroxy-2-phenyl-ethyl)propanamide ClC=1C=C2C(=CC(OC2=CC1OC(C(=O)NCC(C1=CC=CC=C1)O)C)=O)C1=CC=CC=C1